5-chloro-1-iodo-imidazo[1,5-a]pyridine-7-sulfonyl chloride ClC1=CC(=CC=2N1C=NC2I)S(=O)(=O)Cl